C1=CC=C2CCC3=CC=CC=4CCC1=C2C34 4,5,9,10-tetrahydropyrene